COC1=C(C=CC(=C1)N1CCN(CC1)C)NC1=NC=CC=N1 N-(2-methoxy-4-(4-methylpiperazin-1-yl)phenyl)pyrimidin-2-amine